(Z)-1,3-dichloropropene Cl\C=C/CCl